2-{4-[(4-{[2-(2,6-dioxopiperidin-3-yl)-1,3-dioxo-2,3-dihydro-1H-isoindol-4-yl]amino}butoxy)carbonyl]piperazin-1-yl}acetic acid O=C1NC(CCC1N1C(C2=CC=CC(=C2C1=O)NCCCCOC(=O)N1CCN(CC1)CC(=O)O)=O)=O